5-bromo-2-(1-tert-butylpiperidin-4-yl)-7-fluoroindazole BrC1=CC2=CN(N=C2C(=C1)F)C1CCN(CC1)C(C)(C)C